FC(CC(=O)N)(F)F 3,3,3-trifluoropropanamide